FC=1C=2N(C=C(C1)NC(=O)C1=CC=C(C=3C=C(OC31)C)C3CC(NC(C3)(C)C)(C)C)C=C(N2)C N-[8-fluoro-2-methylimidazo[1,2-a]pyridin-6-yl]-2-methyl-4-(2,2,6,6-tetramethylpiperidin-4-yl)-1-benzofuran-7-carboxamide